ClC1=CC=C(C=C1)C1(CCN(CC1)CCC(C(O)C1=CC=C(C=C1)F)(F)F)O 4-(4-Chlorophenyl)-1-(3,3-difluoro-4-(4-fluorophenyl)-4-hydroxybutyl)piperidin-4-ol